CC=1C=NN(C1)C1N=C(OC1)C1=CC=CC=C1 4-(4-methyl-1H-pyrazol-1-yl)-2-phenyl-4,5-dihydro-oxazole